methyl (2-methylbut-3-en-2-yl) carbonate C(OC)(OC(C)(C=C)C)=O